FC1(CCC(CC1)[C@H]([C@@H](O)C=1C=NC(=CC1)F)N1C(C2=CC(=CC=C2C1)C=1OC(=NN1)C(F)F)=O)F |r| 2-[(1RS,2SR)-1-(4,4-difluoro-cyclohexyl)-2-(6-fluoropyridin-3-yl)-2-hydroxyethyl]-6-[5-(difluoromethyl)-1,3,4-oxadiazol-2-yl]-2,3-dihydro-1H-isoindol-1-one